FC(C1=CC=C(C(=O)C=2C(=NC=CN2)N2CCN(CC2)C(=O)OC(C)(C)C)C=C1)(F)F tert-butyl 4-(3-(4-(trifluoromethyl)benzoyl)pyrazin-2-yl)piperazine-1-carboxylate